2-Methyl-N-(1-(2-methyl-7-(3,3,3-trifluoropropyl)quinolin-5-yl)cyclopropyl)-5-((1-methylazetidin-2-yl)methoxy)benzamide CC1=C(C(=O)NC2(CC2)C2=C3C=CC(=NC3=CC(=C2)CCC(F)(F)F)C)C=C(C=C1)OCC1N(CC1)C